isobutyl-phosphorus C(C(C)C)[P]